NCCNCCC[Si](OCC)(OCC)OCC N-(β-aminoethyl)γ-aminopropyl-triethoxysilane